C(C)(C)(C)OC(=O)N[C@@H](COC1=C(C(=O)O)C=C(C(=C1)OC)OC)CC1=CC=CC=C1 (R)-2-(2-((tert-Butoxycarbonyl)amino)-3-phenylpropoxy)-4,5-dimethoxybenzoic acid